NC1=CC=C(O[SiH2]C=C(C)C)C=C1 4-aminophenoxydimethylvinylsilane